C(C)(C)(C)OC(=O)N1CCN(CC1)C1=NC(=NC=C1C)OC[C@H]1N(CCC1)C (S)-4-(5-methyl-2-((1-methylpyrrolidin-2-yl)methoxy)pyrimidin-4-yl)piperazine-1-carboxylic acid tert-butyl ester